(3'-Amino-3-oxo-3H-spiro[isobenzofuran-1,9'-xanthene]-6'-yl)carbamic acid ethyl ester C(C)OC(NC=1C=C2OC=3C=C(C=CC3C3(C2=CC1)OC(C1=CC=CC=C13)=O)N)=O